4-[1,4]Diazepan-1-yl-1,7,11b-triaza-benzo[c]fluorene-6-carboxylic acid methylamide CNC(=O)C1=CC2=C(N3C=4C=CC=CC4N=C13)N=CC=C2N2CCNCCC2